CN(CCC1=CN(C2=CC=CC=C12)S(=O)(=O)OCC(C(=O)OCC)(C)C)C Ethyl 3-(((3-(2-(dimethyl-amino)ethyl)-1H-indol-1-yl)-sulfonyl)oxy)-2,2-dimethyl-propanoate